N1CCC(CC1)OC(COC)=O piperidin-4-yl-2-methoxyacetate